COC1=C(C=C(C=C1)OC(F)(F)F)NC(N(C1CC2(CN(C2)C(=O)C=2C=NN3C2C=C(C=C3)N3CCN(CC3)C)C1)C)=O 3-(2-methoxy-5-(trifluoromethoxy)phenyl)-1-methyl-1-(2-(5-(4-methylpiperazin-1-yl)pyrazolo[1,5-a]pyridine-3-carbonyl)-2-azaspiro[3.3]heptan-6-yl)urea